FC1=C(CNCC)C=CC(=C1)C(F)(F)F N-(2-fluoro-4-(trifluoromethyl)benzyl)ethylamine